methyl (S)-(7-((1-hydroxyhexan-3-yl)amino)-1-((3-methoxy-5-(((tetrahydro-2H-pyran-4-yl)amino)methyl)pyridin-2-yl)methyl)-3-methyl-1H-pyrazolo[4,3-d]pyrimidin-5-yl)carbamate OCC[C@H](CCC)NC=1C2=C(N=C(N1)NC(OC)=O)C(=NN2CC2=NC=C(C=C2OC)CNC2CCOCC2)C